6-(5-(5-methyl-4,5,6,7-tetrahydropyrazolo[1,5-a]pyrazin-3-yl)-1H-pyrrolo[2,3-b]pyridin-3-yl)imidazo[1,2-a]pyrimidine CN1CC=2N(CC1)N=CC2C=2C=C1C(=NC2)NC=C1C=1C=NC=2N(C1)C=CN2